silicon-titanium [Ti].[Si]